N,N'-diphenyl-N,N'-bis-[4-(N,N-diphenyl-amino)phenyl]benzidine tert-butyl-4-(4-chloro-7-methoxy-pyrido[3,2-d]pyrimidin-6-yl)piperazine-1-carboxylate hydrochloride Cl.C(C)(C)(C)OC(=O)N1CCN(CC1)C=1C(=CC=2N=CN=C(C2N1)Cl)OC.C1(=CC=CC=C1)N(C1=CC=C(C=C1)C1=CC=C(N(C2=CC=C(C=C2)N(C2=CC=CC=C2)C2=CC=CC=C2)C2=CC=CC=C2)C=C1)C1=CC=C(C=C1)N(C1=CC=CC=C1)C1=CC=CC=C1